tert-butyl (2S,6R)-4-(4-cyano-2-(7-fluoro-6-(methoxymethoxy)-2-methyl-2H-indazol-5-yl)quinazolin-6-yl)-2,6-dimethylpiperazine-1-carboxylate C(#N)C1=NC(=NC2=CC=C(C=C12)N1C[C@@H](N([C@@H](C1)C)C(=O)OC(C)(C)C)C)C1=CC2=CN(N=C2C(=C1OCOC)F)C